(R)-(5-Methyl-4,5-dihydro-1H-pyrazol-1-YL)(pyridin-3-YL)methanone C[C@@H]1CC=NN1C(=O)C=1C=NC=CC1